Cl.NCC(=O)OC(C)(C)C tert-butyl glycinate-HCl